COC([C@@H](C)OC1=NN(C(=C1)C1=CC(=C(C=C1)F)F)C1=C(C=CC(=C1)F)F)=O (2R)-2-{[1-(2,5-difluorophenyl)-5-(3,4-difluorophenyl)-1H-pyrazol-3-yl]Oxy}propionic acid methyl ester